NC1=NN=C(C2=CC(=CC(=C12)F)C=1C=C(C=CC1OC)B(O)O)C [3-(1-amino-8-fluoro-4-methylphthalazin-6-yl)-4-methoxyphenyl]boronic acid